Vinylbenzyl phosphonate P(OC(C1=CC=CC=C1)C=C)([O-])=O